CC(C)(S(=O)NC(CC(=O)OCC)C1=NC=CC=C1)C ethyl 3-(1,1-dimethylethylsulfinamido)-3-(pyridin-2-yl)propanoate